(R)-7-((7-(5-fluoro-2-(((3S,4R)-3-hydroxytetrahydro-2H-pyran-4-yl)amino)pyrimidin-4-yl)-1-isopropyl-4-oxo-1,4-dihydroquinolin-2-yl)methyl)-2,7-diazaspiro[4.5]decan-1-one FC=1C(=NC(=NC1)N[C@H]1[C@@H](COCC1)O)C1=CC=C2C(C=C(N(C2=C1)C(C)C)CN1C[C@]2(CCNC2=O)CCC1)=O